ClC=1C(=C(C=CC1F)[C@H](NC(=O)[C@H]1NC(NC1)=O)C12CC(C1)(C2)C(F)(F)F)F |o1:8| (4S)-N-((R or S)-(3-chloro-2,4-difluorophenyl)(3-(trifluoromethyl)bicyclo[1.1.1]Pentane-1-yl)methyl)-2-oxoimidazolidine-4-carboxamide